ClC=1C(=NC(=NC1)NC1CCOCC1)C1=CC=C2CN(C(C2=C1)=O)[C@@H](C(=O)N[C@H](CO)C1=CC(=CC=C1)OC)C (2R)-2-(6-{5-chloro-2-[(oxan-4-yl)amino]pyrimidin-4-yl}-1-oxo-2,3-dihydro-1H-isoindol-2-yl)-N-[(1S)-2-hydroxy-1-(3-methoxyphenyl)ethyl]propanamide